[(dimethylcarbamoyl)amino]-N-(2H3)methylpyridazine-3-carboxamide CN(C(=O)NC1=C(N=NC=C1)C(=O)NC([2H])([2H])[2H])C